BrC1=CC2=C(N(C(=N2)C)CC)C=C1 5-bromo-1-ethyl-2-methyl-1H-benzo[d]imidazole